ClC=1C=CC(=C(C1)S(=O)(=O)NC1=CC=C(C=C1)C1=NC(=C2C(=N1)NN=C2C)O[C@H]2[C@@H](CNCC2)F)F 5-chloro-2-fluoro-N-[4-(4-{[(3R,4R)-3-fluoropiperidin-4-yl]oxy}-3-methyl-1H-pyrazolo[3,4-d]pyrimidin-6-yl)phenyl]benzenesulfonamide